C(C)(=O)OC[C@@H]1[C@H]([C@@H]([C@H](C(O)O1)OC(CCCC)=O)OC(CCCC)=O)OC(CCCC)=O 6-O-acetyl-2,3,4-tri-O-pentanoyl-D-glucopyranose